FC1=NC=CC=C1[C@H](C)N1N=CC=2C1=NC(=CN2)NC2=NNC(=C2)C#N (S)-3-((1-(1-(2-fluoropyridin-3-yl)ethyl)-1H-pyrazolo[3,4-b]pyrazin-6-yl)amino)-1H-pyrazole-5-carbonitrile